CN1C(C(=C(C(=C1)C)[O-])NC(N[C@@H](CC(=O)[O-])C=1C=C(C=CC1)C1=CC=C(C=C1)OC(F)(F)F)=O)=O.[Na+].[Na+] sodium (S)-3-(3-(1,5-dimethyl-4-oxido-2-oxo-1,2-dihydropyridin-3-yl)ureido)-3-(4'-(trifluoro methoxy)biphenyl-3-yl)propanoate